3,3-Dimethyl-4-(2-(6-(trifluoromethyl)imidazo[1,2-a]pyrazin-3-yl)pyrimidin-4-yl)morpholine CC1(N(CCOC1)C1=NC(=NC=C1)C1=CN=C2N1C=C(N=C2)C(F)(F)F)C